CC1=CC=C(C=C1)S(=O)(=O)OCCC1C(NCC1)=O 2-(2-oxopyrrolidin-3-yl)ethyl 4-methylbenzenesulfonate